4-{6-[(3,3-dimethyl-2,3-dihydro-1-benzofuran-4-yl)oxy]-5-methylpyridin-3-yl}-5-methyl-2,4-dihydro-3H-1,2,4-triazol-3-one CC1(COC2=C1C(=CC=C2)OC2=C(C=C(C=N2)N2C(NN=C2C)=O)C)C